TRi-N-BUTYLTIN HYDRIDE CCCC[SnH](CCCC)CCCC